C(C)OC(=O)C1=C(N=C(S1)NC1=NC(=CC(=N1)C1=CC=C(C=C1)C(NCC1CCCCC1)=O)N1CCC(CC1)O)C 2-[4-[4-(cyclohexylmethylcarbamoyl)phenyl]-6-(4-hydroxypiperidin-1-yl)-pyrimidin-2-ylamino]-4-methyl-5-thiazolecarboxylic acid ethyl ester